C(C1=CC=C(C=C1)OC)(=O)[C@@]([C@@](C(=O)[O-])(O)C(C1=CC=C(C=C1)OC)=O)(O)C(=O)[O-] Di-p-anisoyl-D-Tartarate